C12CN(CCC(CC1)N2)C=2C1=C(N=C(N2)OC[C@]23CCCN3C[C@@H](C2)F)C(=C(N=C1)C1=C2C=CC(=CC2=CC(=C1F)F)O)F 5-(4-(3,9-diazabicyclo[4.2.1]nonan-3-yl)-8-fluoro-2-(((2R,7aS)-2-fluorotetrahydro-1H-pyrrolizin-7a(5H)-yl)methoxy)pyrido[4,3-d]pyrimidin-7-yl)-6,7-difluoronaphthalen-2-ol